[4-(propan-2-yl)phenyl]methanol CC(C)C1=CC=C(C=C1)CO